calcium 2,2',2''-(10-((2R,3S)-1,3,4-trihydroxybutan-2-yl)-1,4,7,10-tetraazacyclododecane-1,4,7-triyl)triacetate OC[C@H]([C@@H](CO)O)N1CCN(CCN(CCN(CC1)CC(=O)[O-])CC(=O)[O-])CC(=O)[O-].[Ca+2].OC[C@H]([C@@H](CO)O)N1CCN(CCN(CCN(CC1)CC(=O)[O-])CC(=O)[O-])CC(=O)[O-].[Ca+2].[Ca+2]